(2S)-2-[9H-fluoren-9-yl-methoxycarbonyl(methyl)amino]-2-methyl-3-phenyl-propanoic acid C1=CC=CC=2C3=CC=CC=C3C(C12)COC(=O)N([C@](C(=O)O)(CC1=CC=CC=C1)C)C